OC1(CC(C1)N1CCC2=C1N=NC(=C2)C2=C(C=C(C=C2C)C(F)(F)F)O)C 2-(7-((1s,3s)-3-hydroxy-3-methylcyclobutyl)-6,7-dihydro-5H-pyrrolo[2,3-c]pyridazin-3-yl)-3-methyl-5-(trifluoromethyl)phenol